C(C)N1C=2C3=CN=C(C(OC(C4=CC(=CC=C4C=4C=CN=CC4CC2C=N1)F)C)=C3)N 3-ethyl-17-fluoro-20-methyl-21-oxa-3,4,10,24-tetraazapentacyclo[20.3.1.02,6.08,13.014,19]hexacosa-1(25),2(6),4,8(13),9,11,14,16,18,22(26),23-undecaen-23-amine